2-((5-(4-methoxyphenyl)-4H-1,2,4-triazol-3-yl)thio)-1,2-diphenylethan-1-one COC1=CC=C(C=C1)C=1NC(=NN1)SC(C(=O)C1=CC=CC=C1)C1=CC=CC=C1